FC1=C(C=CC(=C1)Cl)CC(=O)O 2-fluoro-4-chlorophenylacetic acid